FC(C1=C(C=C2CCCN(C2=C1)C1=C2CN(C(N(C2=CC(=C1)C(C)C)C)=O)C)C=1C=CC(=NC1)C(=O)OC)F methyl 5-(7-(difluoromethyl)-1-(7-isopropyl-1,3-dimethyl-2-oxo-1,2,3,4-tetrahydroquinazolin-5-yl)-1,2,3,4-tetrahydroquinolin-6-yl)picolinate